ClC1=CC=C2CCC(CC2=C1)N1CC2=C(CC1)N=C(N2)C2=C(C=C(C=C2)C#CC2CC2)Cl 5-(7-chloro-1,2,3,4-tetrahydronaphthalen-2-yl)-2-(2-chloro-4-(cyclopropylethynyl)phenyl)-4,5,6,7-tetrahydro-3H-imidazo[4,5-c]pyridine